[Cl-].COC1=NC(=NC(=N1)OC)[N+]1(CCOCC1)C 4-(4,6-dimethoxy-1,3,5-triazin-2-yl)-4-methylmorpholine-4-ium chloride